N[C@@H]1CN(CC[C@H]1F)C1=NC2=C(N1CC(=O)N1CCC(CC1)C(=O)N1CC(CCC1)C)C=C(C(=C2)F)F 2-(2-((3R,4R)-3-amino-4-fluoropiperidin-1-yl)-5,6-difluoro-1H-benzo[d]imidazol-1-yl)-1-(4-(3-methylpiperidine-1-carbonyl)piperidin-1-yl)ethan-1-one